CC1CC=CCOS1(=O)=O 1-methyl-3-pentene-1,5-sultone